2,5,7,8-tetramethyl-2-(4,8,12-trimethyltridec-3,7,11-trien-1-yl)chromen-6-ol CC1(OC2=C(C(=C(C(=C2C=C1)C)O)C)C)CCC=C(CCC=C(CCC=C(C)C)C)C